C(=O)OC1=C(C=CC(=C1)C(F)(F)F)C=1C=2N(C(=NN1)N[C@H]1CN(CCC1)C)N=NC2 2-(7-{[(3R)-1-methylpiperidin-3-yl]amino}[1,2,3]triazolo[1,5-d][1,2,4]triazin-4-yl)-5-(trifluoromethyl)phenol formate